7-[[4-(diethoxyphosphorylmethoxy)2,6-dimethyl-phenyl]methyl]-4H-1,4-benzoxazin-3-one C(C)OP(=O)(OCC)COC1=CC(=C(C(=C1)C)CC1=CC2=C(NC(CO2)=O)C=C1)C